C(C=1C(O)=CC=CC1)(=O)O.N1=CC=CC(=C1)C1N(C)CCC1 Nicotine Salicylate Salt